1-(cyclopropanecarbonyl)-3-methylazetidin-3-aminium chloride [Cl-].C1(CC1)C(=O)N1CC(C1)([NH3+])C